CC=1N(C(=CC1)C)C1=NN2C(C(=C(C(=C2)F)B2OC(C(O2)(C)C)(C)C)C)=N1 2-(2,5-dimethyl-1H-pyrrol-1-yl)-6-fluoro-8-methyl-7-(4,4,5,5-tetramethyl-1,3,2-dioxaborolan-2-yl)-[1,2,4]triazolo[1,5-a]pyridine